2',2''-(propane-1,3-diylbis(oxy))bis(5'-cyano-3-(3,6-di-tert-butyl-9H-carbazol-9-yl)-3'-methyl-5-(2,4,4-trimethylpentan-2-yl)biphenyl) C(CCOC1=C(C=C(C=C1C)C#N)C1=CC(=CC(=C1)C(C)(CC(C)(C)C)C)N1C2=CC=C(C=C2C=2C=C(C=CC12)C(C)(C)C)C(C)(C)C)OC1=C(C=C(C=C1N1C2=CC=C(C=C2C=2C=C(C=CC12)C(C)(C)C)C(C)(C)C)C(C)(CC(C)(C)C)C)C1=CC(=CC(=C1)C#N)C